7-(trifluoromethyl)-1,2,3,4-tetrahydro-9H-xanthen-9-one FC(C1=CC=C2OC=3CCCCC3C(C2=C1)=O)(F)F